P(O)(=O)(OP(=O)(O)OP(=O)(O)O)OC[C@@H]1[C@H]([C@H]([C@@H](O1)C1=CN(C(=O)NC1=O)CC)O)O N1-ethylpseudouridine triphosphate